N-((3-(hydroxymethyl)oxetan-3-yl)methyl)-7-morpholino-5-(3-(m-tolyl)-1H-pyrazol-1-yl)pyrazolo[1,5-a]pyrimidine-2-carboxamide OCC1(COC1)CNC(=O)C1=NN2C(N=C(C=C2N2CCOCC2)N2N=C(C=C2)C=2C=C(C=CC2)C)=C1